N-((3R,4S)-1-(2-amino-2-(trifluoromethyl)pentanoyl)-4-fluoropyrrolidin-3-yl)-5-(4-amino-5-(trifluoromethyl)pyrrolo[2,1-f][1,2,4]triazin-7-yl)-2-methoxynicotinamide NC(C(=O)N1C[C@H]([C@H](C1)F)NC(C1=C(N=CC(=C1)C1=CC(=C2C(=NC=NN21)N)C(F)(F)F)OC)=O)(CCC)C(F)(F)F